NC1=NN(C2=NC=C(C=C21)O)CC2=CC=C(C=C2)OC 3-amino-1-[(4-methoxyphenyl)methyl]pyrazolo[3,4-b]pyridin-5-ol